CC(C(NCC(F)(F)F)=O)(C)NC(OC(C)(C)C)=O tert-Butyl N-[2-methyl-1-oxo-1-(2,2,2-trifluoroethylamino)propan-2-yl]carbamate